2-(3-chloro-5-hydroxy-benzylideneamino)-3-methylbutanoic acid ClC=1C=C(C=NC(C(=O)O)C(C)C)C=C(C1)O